(R)-3-(3-fluoro-4-(6-(2-cyclopropyl-2H-tetrazol-5-yl)pyridin-3-yl)phenyl)-5-(1-hydroxy-2,2-difluoroethyl)oxazolidin-2-one phosphate P(=O)(O)(O)O.FC=1C=C(C=CC1C=1C=NC(=CC1)C=1N=NN(N1)C1CC1)N1C(O[C@H](C1)C(C(F)F)O)=O